C(CC)P(O)(O)=O propylphosphonic acid